(3-(hydroxymethyl)-1H-indol-1-yl)methyl hexanoate C(CCCCC)(=O)OCN1C=C(C2=CC=CC=C12)CO